C(C)(C)(C)NC=1N(C2=C(C3=C(N1)C=C(C=C3)C(F)(F)F)N=C3N2C=CC=C3)C(C)(C)C N,7-di-tert-butyl-3-(trifluoromethyl)-7H-benzo[d]pyrido[1',2':1,2]imidazo[4,5-f][1,3]diazepin-6-amine